FC=1C=C(C=NC1)C1=NC=2N(C(=N1)C1CC(CC=3C4=CC=CC=C4NC13)N)N=CC2C(CCOC)C [2-(5-fluoro-3-pyridyl)-8-[3-methoxy-1-methyl-propyl]pyrazolo[1,5-a][1,3,5]triazin-4-yl]-2,3,4,9-tetrahydro-1H-carbazol-3-amine